5-{[(tert-butoxy)carbonyl]Amino}-1-(2-methoxyethyl)piperidine-2-carboxylic acid ethyl ester C(C)OC(=O)C1N(CC(CC1)NC(=O)OC(C)(C)C)CCOC